1-[1-(2,3-difluoro-4-nitro-phenyl)-4-piperidinyl]-4-methyl-piperazine FC1=C(C=CC(=C1F)[N+](=O)[O-])N1CCC(CC1)N1CCN(CC1)C